C(C)OC(=O)C=1N(C=CN1)CCN(C)C (2-(dimethylamino)ethyl)-1H-imidazole-2-carboxylic acid ethyl ester